C1(CC1)C=1N=CC=2N(C1)C(=CN2)C2=NC=CC(=N2)N2[C@H]([C@H](NCC2)C=2C=NNC2)C Cis-6-Cyclopropyl-3-(4-(2-methyl-3-(1H-pyrazol-4-yl)piperazin-1-yl)pyrimidin-2-yl)imidazo[1,2-a]pyrazine